O=C1N(CC2=CC(=CC=C12)N1CCN(CC1)CC1CN(C1)C1CCNCC1)[C@@H]1C(NC(CC1)=O)=O (3S)-3-[1-oxo-5-[4-[[1-(4-piperidyl)azetidin-3-yl]methyl]piperazin-1-yl]isoindolin-2-yl]piperidine-2,6-dione